(S)-N-{(S)-1-[2-(Benzo[d]isoxazol-3-yl)phenyl]-2-(6-bromopyridine-2-yl)ethyl}-2,2,2-trifluoroacetamide O1N=C(C2=C1C=CC=C2)C2=C(C=CC=C2)[C@H](CC2=NC(=CC=C2)Br)NC(C(F)(F)F)=O